C(C)(C)(C)OC(N(C)CCOC=1C=NC=CC1Br)=O.[N+](=O)([O-])[O-].[Fe+3].[N+](=O)([O-])[O-].[N+](=O)([O-])[O-] iron(III) nitrate tert-butyl-{2-[(4-bromopyridin-3-yl)oxy]ethyl}methylcarbamate